diethyl (methylsulfonyl)methanephosphonate CS(=O)(=O)CP(OCC)(=O)OCC